2-hydrazinyl-N-Phenyl-N-Propylquinazolin-4-amine N(N)C1=NC2=CC=CC=C2C(=N1)N(CCC)C1=CC=CC=C1